1-((1H-indol-5-yl)sulfonyl)-N-(4-(trifluoromethyl)phenyl)-1H-pyrazole-3-carboxamide N1C=CC2=CC(=CC=C12)S(=O)(=O)N1N=C(C=C1)C(=O)NC1=CC=C(C=C1)C(F)(F)F